ethyl 2-(methylamino)-2-oxoacetate CNC(C(=O)OCC)=O